OC1=C(C(=CC(=C1S(=O)(=O)NC(CC=1SC=CN1)=O)CCCCC)O)C1=C(C=CC(=C1)C)C(=C)C N-((2,6-dihydroxy-5'-methyl-4-pentyl-2'-(prop-1-en-2-yl)-[1,1'-biphenyl]-3-yl)sulfonyl)-2-(thiazol-2-yl)acetamide